C(C)(C)(C)P(C(C)(C)C)C(C)(C)C tri-tertiary butyl-phosphine